[(R)-2,2-dimethyl-3-(1-methylethylidene)cyclobutyl]methyl (S)-2-methylbutanoate C[C@H](C(=O)OC[C@H]1C(C(C1)=C(C)C)(C)C)CC